rel-6-chloro-3-(((3aS,4R,6aR)-octahydrocyclopenta[c]pyrrol-4-yl)amino)pyridazine-4-carbonitrile ClC1=CC(=C(N=N1)N[C@@H]1CC[C@H]2CNC[C@H]21)C#N |o1:8,11,15|